NC=1C=C(C=C(C1)C(F)(F)F)[C@@H](C)NC1=NC(=NC2=CC3=C(C=C12)N(CC3)C3COC3)C (R)-N-{1-[3-amino-5-(trifluoromethyl)phenyl]ethyl}-2-methyl-6-(oxetan-3-yl)-7,8-dihydro-6H-pyrrolo[2,3-g]quinazolin-4-amine